NC=1C(=NC(=C(N1)F)C1=CC=C(C=C1)N1CCN(CC1)C(C)C)C=1C=C2C(=CNC(C2=C(C1)F)=O)F 6-(3-amino-5-fluoro-6-(4-(4-isopropylpiperazin-1-yl)phenyl)pyrazin-2-yl)-4,8-difluoroisoquinolin-1(2H)-one